di-tert-butyl 3-amino-6-bromo-1H-indole-1,2-dicarboxylate NC1=C(N(C2=CC(=CC=C12)Br)C(=O)OC(C)(C)C)C(=O)OC(C)(C)C